tert-butyl (2-((6-(6-((diethoxyphosphoryl)methyl)-1,2,4,5-tetrazin-3-yl)pyridin-3-yl)amino)-2-oxoethyl)carbamate C(C)OP(=O)(OCC)CC1=NN=C(N=N1)C1=CC=C(C=N1)NC(CNC(OC(C)(C)C)=O)=O